tert-butyl-(2-(2,6-dioxopiperidin-3-yl)-1-oxoisoindolin-4-yl)glycine C(C)(C)(C)N(CC(=O)O)C1=C2CN(C(C2=CC=C1)=O)C1C(NC(CC1)=O)=O